COC=1C=C2C(=NC(=NC2=CC1OC)C)NC(C)C=1C=CC=C2C=CC=NC12 6,7-dimethoxy-2-methyl-N-[1-(quinolin-8-yl)ethyl]quinazolin-4-amine